N-[2-(4-Fluorophenyl)-2-phenyl-ethyl]-N-[2-(methylamino)-2-oxo-ethyl]prop-2-ynamide FC1=CC=C(C=C1)C(CN(C(C#C)=O)CC(=O)NC)C1=CC=CC=C1